N-(2,6-dioxopiperidin-3-yl)-5-(4-formylpiperidin-1-yl)picolinamide O=C1NC(CCC1NC(C1=NC=C(C=C1)N1CCC(CC1)C=O)=O)=O